2,6-dimethyl-5-heptaldehyde CC(C)CCC(C(C)C)=O